1-[(2S)-3-mercapto-2-methylpropionyl]-L-proline SC[C@H](C(=O)N1[C@@H](CCC1)C(=O)O)C